CC=1C=C(C(=O)NC2=CN(C(C=C2)=O)C2=CC=CC=C2)C=CC1[N+](=O)[O-] 3-methyl-4-nitro-N-(6-oxo-1-phenyl-1,6-dihydropyridin-3-yl)benzamide